COC(=O)C1(CC(CCC1)(C)C)CCOC 1-(2-methoxyethyl)-3,3-dimethylcyclohexanecarboxylic acid methyl ester